N-(2-((2-(bis(4-methoxybenzyl)amino)-5-oxo-5,6-dihydropyrido[4,3-d]pyrimidin-4-yl)amino)pentyl)acetamide COC1=CC=C(CN(C=2N=C(C3=C(N2)C=CNC3=O)NC(CNC(C)=O)CCC)CC3=CC=C(C=C3)OC)C=C1